NCCOCCOCCOCCOCCOCCOCCC(=O)N[C@H]1[C@H](CC[C@H](C1)NC(C)(C)C)N1C([C@H](CC1)NC1=NC=NC2=CC=C(C=C12)C(F)(F)F)=O 1-amino-N-((1R,2S,5R)-5-(tert-butylamino)-2-((S)-2-oxo-3-((6-(trifluoromethyl)quinazolin-4-yl)amino)pyrrolidin-1-yl)cyclohexyl)-3,6,9,12,15,18-hexaoxahenicosan-21-amide